N-{4-[5-(trifluoromethyl)-1,2,4-oxadiazol-3-yl]benzyl}cyclopropanecarboxamide sodium trans-4-pentylcyclohexanecarboxylate C(CCCC)[C@@H]1CC[C@H](CC1)C(=O)[O-].[Na+].FC(C1=NC(=NO1)C1=CC=C(CNC(=O)C2CC2)C=C1)(F)F